(S)-tert-butyl 2-(5-carbamoyl-1-(methylamino)-4-(4-((4-methylpyridin-2-yl)carbamoyl)phenyl)-1H-imidazol-2-yl)pyrrolidine-1-carboxylate C(N)(=O)C1=C(N=C(N1NC)[C@H]1N(CCC1)C(=O)OC(C)(C)C)C1=CC=C(C=C1)C(NC1=NC=CC(=C1)C)=O